NCC1(CC(CCC1)CN)C(CCCC(=O)N)C(=O)N 1,3-Bis(aminomethyl)cyclohexanadipamid